(7R)-7-{4-[(2E)-4-amino-4-oxobut-2-enoyl]piperazin-1-yl}-2-(4-phenoxyphenyl)-4,5,6,7-tetrahydro-2H-pyrazolo[4,3-b]pyridine-3-carboxamide NC(/C=C/C(=O)N1CCN(CC1)[C@H]1C=2C(NCC1)=C(N(N2)C2=CC=C(C=C2)OC2=CC=CC=C2)C(=O)N)=O